(Z)-l-1-octadecenyl acetate C(C)(=O)O\C=C/CCCCCCCCCCCCCCCC